3,12-dioxa-6,9-dithiatetradecane-1,13-diene C=COCCSCCSCCOC=C